ClC=1C(=C(CN2[C@@H](C[C@@](CC2)(C(=O)O)CC2=NC(=C(C=C2C)C)NC2=NNC(=C2)C)C)C=CC1)F (2R,4R)-1-(3-chloro-2-fluorobenzyl)-4-((3,5-dimethyl-6-((5-methyl-1H-pyrazol-3-yl)amino)pyridin-2-yl)methyl)-2-methylpiperidine-4-carboxylic acid